(3S)-3-[5-[(3R)-4,4-difluoropyrrolidin-3-yl]oxy-1-oxo-isoindolin-2-yl]piperidine-2,6-dione FC1([C@@H](CNC1)OC=1C=C2CN(C(C2=CC1)=O)[C@@H]1C(NC(CC1)=O)=O)F